CC(C(CC=O)=O)(C)C 4,4-DIMETHYL-3-OXO-PENTANAL